CC1(C[C@@H](CCC1)NCC1=CC(=C(C(=C1)O)N1CC(NS1(=O)=O)=O)F)C 5-[4-[[[(1R)-3,3-dimethylcyclohexyl]amino]methyl]-2-fluoro-6-hydroxy-phenyl]-1,1-dioxo-1,2,5-thiadiazolidin-3-one